2-(3-{5-chloro-2-[(oxacyclohex-4-yl)amino]pyrimidin-4-yl}-5-oxo-5H,6H,7H-pyrrolo[3,4-b]pyridin-6-yl)-N-(2-phenylprop-2-yl)acetamide ClC=1C(=NC(=NC1)NC1CCOCC1)C=1C=C2C(=NC1)CN(C2=O)CC(=O)NC(C)(C)C2=CC=CC=C2